(+)-N-[5-(2-chloro-5-cyanophenyl)-1H-indazol-3-yl]-6,6-dimethylpiperidine-3-carboxamide hydrochloride Cl.ClC1=C(C=C(C=C1)C#N)C=1C=C2C(=NNC2=CC1)NC(=O)C1CNC(CC1)(C)C